2-(3-methyl-5-oxo-5H-thiazolo[3,2-a]pyrimidin-6-yl)acethydrazide CC1=CSC=2N1C(C(=CN2)CC(=O)NN)=O